OC1=CC=C(C=C1)N1C(N2C(CN(C(C2)C)C(=O)OC(C)(C)C)=C1C(NCC1=C(C=CC=C1)C1=NC=CC=N1)=O)=O tert-butyl 2-(4-hydroxyphenyl)-6-methyl-3-oxo-1-({[2-(pyrimidin-2-yl)phenyl]methyl}carbamoyl)-5H,6H,8H-imidazo[1,5-a]pyrazine-7-carboxylate